C1(CC1)C1=CC(=C(C=C1)NC(=O)C=1C=CC=2C=C3N([C@@H](CNC3=O)C)C2N1)S(N)(=O)=O (R)-N-(4-cyclopropyl-2-sulfamoylphenyl)-9-methyl-6-oxo-6,7,8,9-tetrahydropyrido[3',2':4,5]pyrrolo[1,2-a]pyrazine-2-carboxamide